C(C)(C)(C)C=1C=C(C=C(C1)C(=O)O)C(=O)O 5-tert-butyl-m-benzenedicarboxylic acid